COCCOC(COC1=NC=CC=C1OC1=C(C=C(C(=C1)N1C(N(C(=CC1=O)C(F)(F)F)C)=O)F)C#N)=O 2-Methoxyethyl-[(3-{2-cyano-4-fluoro-5-[3-methyl-2,6-dioxo-4-(trifluoromethyl)-3,6-dihydropyrimidin-1(2H)-yl]phenoxy}pyridin-2-yl)oxy]acetat